COC1=NC=C(C=C1S(=O)(=O)N1CCC2(CC(CO2)N(C)CCOC)CC1)C 8-((2-methoxy-5-methylpyridin-3-yl)sulfonyl)-N-(2-methoxyethyl)-N-methyl-1-oxa-8-azaspiro[4.5]decan-3-amine